(1r,4r)-4-((3-chloro-4-cyanophenoxy)cyclohexyl)-6-(4-(((4-(2,4-dioxo-3,4-dihydropyrimidin-1(2H)-yl)phenyl)amino)methyl)piperidin-1-yl)pyridazine-3-carboxamide ClC=1C=C(OC2(CCCCC2)C2=C(N=NC(=C2)N2CCC(CC2)CNC2=CC=C(C=C2)N2C(NC(C=C2)=O)=O)C(=O)N)C=CC1C#N